C1(CC1)C=1C=C(C=2N(C1)C=C(N2)CNC2=CC=C1C(C=C(NC1=C2)[C@@H]2[C@H](C2)C2=NC=CC(=N2)C)=O)N2C(N(C(C2)=O)C)=O |r| rac-1-(6-cyclopropyl-2-(((2-((1S*,2S*)-2-(4-methylpyrimidin-2-yl)cyclopropyl)-4-oxo-1,4-dihydroquinolin-7-yl)amino)methyl)imidazo[1,2-a]pyridin-8-yl)-3-methylimidazolidine-2,4-dione